C(C=C)N1C(N(C(NC1=O)=O)CC=C)=O 1,3-Diallyl-1,3,5-triazine-2,4,6-trione